aminomethyl-4,5-dihydro-isoxazole-5-carboxylic acid ethyl ester C(C)OC(=O)C1CC(=NO1)CN